3-chloro-5-(3-fluoro-4-(4-methylpiperazin-1-yl)phenyl)pyrazin-2-amine ClC=1C(=NC=C(N1)C1=CC(=C(C=C1)N1CCN(CC1)C)F)N